C(C)OC(=O)C1=NC=2N(C(=C1C)O)N=C(C2C#N)SC 3-cyano-7-hydroxy-6-methyl-2-(methylthio)pyrazolo[1,5-a]Pyrimidine-5-carboxylic acid ethyl ester